C(C)(C)(C)C1N(C(C=C(C1)OS(=O)(=O)C(F)(F)F)C)C(=O)O.C[C@@H]1N(CCOC1)O (S)-3-methylmorpholinol tert-butyl-6-methyl-4-(((trifluoromethyl)-sulfonyl)oxy)-3,6-dihydropyridine-1(2H)-carboxylate